C(C)OC(CC1=C(C(=CC=C1)C(C)C1=CN=C(N1)C1=C(C=CC(=C1)OC=1C(=C2C=CNC2=CC1F)F)F)F)=O 2-(3-(1-(2-(5-((4,6-difluoro-1H-indol-5-yl)oxy)-2-fluorophenyl)-1H-imidazol-5-yl)ethyl)-2-fluorophenyl)acetic acid ethyl ester